2-bromo-6-(5-methylthiazol-2-yl)pyridine-4-amine BrC1=NC(=CC(=C1)N)C=1SC(=CN1)C